4-(tert-butyl)piperidine C(C)(C)(C)C1CCNCC1